tert-butyl-5-(4-(2-(dimethoxymethyl)-7-azaspiro[3.5]nonan-7-yl)-3-fluoro-2-methoxyphenyl)-6-phenyl-5,6,7,8-tetrahydronaphthalen-2-ol C(C)(C)(C)C1=C(C=CC=2C(C(CCC12)C1=CC=CC=C1)C1=C(C(=C(C=C1)N1CCC2(CC(C2)C(OC)OC)CC1)F)OC)O